BrC1=C(C=C2C=C(NC2=C1)CNC(=O)C1(CC1)C)C(F)(F)F N-((6-bromo-5-(trifluoromethyl)-1H-indol-2-yl)methyl)-1-methylcyclopropane-1-carboxamide